C(C)C1=C(C=CC=C1)CC(=O)OCC ethyl 2-ethyl-phenylacetate